FC(C1=NNC=C1C=1C=C2C(=CN(C(C2=CC1)=O)CC=1C=C(C(=O)NC)C=CC1)C(C)O)F 3-((6-(3-(Difluoromethyl)-1H-pyrazol-4-yl)-4-(1-hydroxyethyl)-1-oxoisoquinolin-2(1H)-yl)methyl)-N-methylbenzamide